COC=1C(=CC2=C(N=C(S2)NC(C(OC2=CC=C(C=C2)OC)C2=CC=C(C=C2)S(=O)(=O)CC)=O)C1)OC N-(5,6-dimethoxybenzothiazol-2-yl)-2-[4-(ethylsulfonyl)phenyl]-2-(4-methoxyphenoxy)acetamide